N-(benzo[b]thiophen-2-ylmethyl)-1-((4-bromo-1,3-dimethyl-1H-pyrazol-5-yl)methyl)-3,3-dimethyl-2-oxoindoline-6-carboxamide S1C2=C(C=C1CNC(=O)C1=CC=C3C(C(N(C3=C1)CC1=C(C(=NN1C)C)Br)=O)(C)C)C=CC=C2